CC1=CC(OC2=CC(=CC=C12)C(=O)NCC1=CC=NC=C1)=O 4-methyl-2-oxo-N-(pyridin-4-ylmethyl)-2H-chromene-7-carboxamide